FC1=C(C(=O)NC)C=CC(=C1)N1CCN(CC1)CC1=CC=C2C(N(C(NC2=C1)=O)C)=S 2-fluoro-N-methyl-4-(4-((3-methyl-2-oxo-4-thioxo-1,2,3,4-tetrahydroquinazolin-7-yl)methyl)piperazin-1-yl)benzamide